O=C1N(CC2=C(C=CC=C12)C(F)(F)F)C=1C=C(C=CC1)C1(COC1)CC(=O)NN 2-[3-[3-[1-oxo-4-(trifluoromethyl)isoindolin-2-yl]phenyl]oxetan-3-yl]acetohydrazide